6-(5-chloro-1,3-benzoxazol-2-yl)spiro[3.3]Heptane ClC=1C=CC2=C(N=C(O2)C2CC3(CCC3)C2)C1